7-Fluoro-1-methyl-2-(4-(methylsulfonyl)phenyl)-6-(1-(8-(tetrahydro-2H-pyran-4-yl)-8-azabicyclo[3.2.1]octan-3-yl)piperidin-4-yl)-1H-benzo[d]imidazol FC1=C(C=CC2=C1N(C(=N2)C2=CC=C(C=C2)S(=O)(=O)C)C)C2CCN(CC2)C2CC1CCC(C2)N1C1CCOCC1